1-(4-((7-(benzyloxy)-6-methoxyquinazolin-4-yl)oxy)-2-chlorophenyl)-3-(1-methyl-1H-pyrazol-5-yl)urea C(C1=CC=CC=C1)OC1=C(C=C2C(=NC=NC2=C1)OC1=CC(=C(C=C1)NC(=O)NC1=CC=NN1C)Cl)OC